1-butyl-3-methylimidazolium bis[(trifluoromethyl)sulfonyl]imide [N-](S(=O)(=O)C(F)(F)F)S(=O)(=O)C(F)(F)F.C(CCC)N1C=[N+](C=C1)C